9-[4-(1-methylpropyl)phenyl]-3,4,6,7,8,9-hexahydropyrido[2,1-c][1,2,4]thiadiazine 2,2-dioxide CC(CC)C1=CC=C(C=C1)C1CCCN2C1=NS(CC2)(=O)=O